ethyl 1-(2-tert-butoxy-2-oxo-ethyl)piperidine-4-carboxylate C(C)(C)(C)OC(CN1CCC(CC1)C(=O)OCC)=O